CC1=NC(=CC=C1O[C@@H]1C[C@H](CCC1)C(=O)OC)C=1N=NN(C1CNC1=NC=NC(=N1)C1=CC=CC=C1)C (1S,3S)-Methyl 3-((2-methyl-6-(1-methyl-5-(((4-phenyl-1,3,5-triazin-2-yl)amino)methyl)-1H-1,2,3-triazol-4-yl)pyridin-3-yl)oxy)cyclohexanecarboxylate